8-Chloro-3-((trans)-4-(4-methylpiperazin-1-yl)cyclohexyl)imidazo[1,5-a]pyrazine ClC=1C=2N(C=CN1)C(=NC2)[C@@H]2CC[C@H](CC2)N2CCN(CC2)C